(E)-N'-(1-(naphthalen-1-yl)ethylidene)hexanehydrazide C1(=CC=CC2=CC=CC=C12)\C(\C)=N\NC(CCCCC)=O